FC=1C2=CC(N=C2C=C(C1)F)=O 4,6-difluoroindole-2-one